FC1=C(C=CC(=C1)OC(F)(F)F)C1(CC1)C(=O)O 1-[2-Fluoro-4-(trifluoromethoxy)phenyl]cyclopropanecarboxylic acid